(S)-4-(4-(2,5-dichloro-4-((1-(4-(2-cyclopropoxyphenyl)pyridin-3-yl)cyclopropoxy)methyl)phenyl)butyl)-2-((1S,2R,3R)-1,2,3,4-tetrahydroxybutyl)-1,4-oxazepan-5-one ClC1=C(C=C(C(=C1)COC1(CC1)C=1C=NC=CC1C1=C(C=CC=C1)OC1CC1)Cl)CCCCN1C[C@H](OCCC1=O)[C@H]([C@@H]([C@@H](CO)O)O)O